O1CCN(CC1)C=1SC=2C(=NC=CC2)N1 morpholino-thiazolo[4,5-b]pyridine